(R)-N-(1-(3-(1-cyclopropyl-1H-pyrazol-4-yl)-5-(1-methyl-1H-pyrazol-4-yl)phenyl)ethyl)-5-(2-(dimethylamino)ethoxy)-2-methylbenzamide C1(CC1)N1N=CC(=C1)C=1C=C(C=C(C1)C=1C=NN(C1)C)[C@@H](C)NC(C1=C(C=CC(=C1)OCCN(C)C)C)=O